(3,4-dimethoxyphenyl)propan-1-one COC=1C=C(C=CC1OC)C(CC)=O